N1(CCN(CCN(CC1)C(CCl)=O)C(CCl)=O)C(CCl)=O 1,1',1''-(1,4,7-triazonane-1,4,7-triyl)tris(2-chloroethan-1-one)